3,5-dichloropyrazine-2-carboxylic acid methyl ester COC(=O)C1=NC=C(N=C1Cl)Cl